C(C)(C)(C)OC(=O)N1CCC(CC1)(O)CC1=CC=C(C=C1)Cl 4-[(4-chlorophenyl)methyl]-4-hydroxy-piperidine-1-carboxylic acid tert-butyl ester